C(#N)C=1OC2=C(N1)C=CC=C2 cyanobenzo[d]oxazol